C(C)OC(=O)C1CC(CCC1)C=1C=CC(=C(C(=O)OCC2=CC=CC=C2)C1)OC benzyl 5-(3-(ethoxycarbonyl)cyclohexyl)-2-methoxybenzoate